NC1=NN(C=C1C=1C(=C2CCNC(C2=CC1)=O)F)C=1C=C(C=CC1)NC(C=C)=O N-(3-(3-amino-4-(5-fluoro-1-oxo-1,2,3,4-tetrahydroisoquinolin-6-yl)-1H-pyrazol-1-yl)phenyl)acrylamide